BrC1=CC=C(C=C1)C=1N=NN(C1COC1OCCCC1)C 4-(4-bromophenyl)-1-methyl-5-[(oxan-2-yloxy)methyl]-1H-1,2,3-triazole